3-((R)-2-(2-(4-bromobenzoyl)-1,2,3,4-tetrahydroisoquinoline-6-carboxamido)-1-hydroxyethyl)-7-((4-methyloxazol-5-yl)methoxy)-3,4-dihydroisoquinoline BrC1=CC=C(C(=O)N2CC3=CC=C(C=C3CC2)C(=O)NC[C@@H](O)C2N=CC3=CC(=CC=C3C2)OCC2=C(N=CO2)C)C=C1